(2R)-2-(5-Fluoro-2-methoxypyridin-4-yl)-1-[(2S)-7-methyl-6-(2-methyl-2H-tetrazol-5-yl)-3,4-dihydro-1H-spiro[1,8-naphthyridin-2,3'-pyrrolidin]-1'-yl]propan-1-on FC=1C(=CC(=NC1)OC)[C@H](C(=O)N1C[C@]2(CC1)NC1=NC(=C(C=C1CC2)C=2N=NN(N2)C)C)C